CN1C2=C(C=3C=CC=CC13)CN(CC2)CCCCNC(=O)C2=CC=C(C=C2)C2=CC=CC=C2 N-(4-(5-methyl-1,3,4,5-tetrahydro-2H-pyrido[4,3-b]indol-2-yl)butyl)-[1,1'-biphenyl]-4-carboxamide